C(#N)C=1C(=C(C(=NC1)C(=O)NC=1C=C2C(=CN1)N(N=C2C2=CN=CO2)C2OCCCC2)C)C 5-cyano-3,4-dimethyl-N-(3-(oxazol-5-yl)-1-(tetrahydro-2H-pyran-2-yl)-1H-pyrazolo[3,4-c]pyridin-5-yl)picolinamide